CC(COC1=CC=C(NC=2C3=C(N=CN2)C=CC(=N3)N3CC2(CCN2C(C=C)=O)C3)C=C1)(C)C 1-[6-[4-[4-(2,2-dimethylpropoxy)anilino]pyrido[3,2-d]pyrimidin-6-yl]-1,6-diazaspiro[3.3]heptan-1-yl]prop-2-en-1-one